COC(C1=CC(=C(C(=C1)S(=O)(=O)C)Cl)C)=O.ClC=1C(=CC(=NC1)C(C(=O)N)C1=NC(=CC=C1)C#N)C1=C2N(N=C1)CC(C2)(C)C (5-chloro-4-(5,5-dimethyl-5,6-dihydro-4H-pyrrolo[1,2-b]pyrazol-3-yl)pyridin-2-yl)-2-(6-cyanopyridin-2-yl)acetamide methyl-4-chloro-3-methyl-5-(methylsulfonyl)benzoate